bis{4-(naphthalene-2-yl)phenyl}-(4-bromophenyl)-amine C1=C(C=CC2=CC=CC=C12)C1=CC=C(C=C1)N(C1=CC=C(C=C1)Br)C1=CC=C(C=C1)C1=CC2=CC=CC=C2C=C1